oxacycloheptane-2,7-dione O1C(CCCCC1=O)=O